CC1=CC=CC(=N1)C=1N=C2N(CCN2)C1C1=CC=C(C=C1)S(=O)(=O)C 6-(6-methylpyridin-2-yl)-5-(4-(methylsulfonyl)phenyl)-2,3-dihydro-1H-imidazo[1,2-a]imidazole